FC(CN1C=NC(=C1)C(=O)OC)(F)F methyl 1-(2,2,2-trifluoroethyl)-1H-imidazole-4-carboxylate